2-phenyl-benzopyran-4-one C1(=CC=CC=C1)C=1OC2=C(C(C1)=O)C=CC=C2